(S)-1-(5-((2-amino-3-chloropyridin-4-yl)thio)pyrazin-2-yl)-4'H,6'H-spiro[piperidine-4,5'-pyrrolo[1,2-b]pyrazol]-4'-amine (trifluoroacetate) FC(C(=O)O)(F)F.NC1=NC=CC(=C1Cl)SC=1N=CC(=NC1)N1CCC2([C@@H](C=3N(N=CC3)C2)N)CC1